NC1CCC2CN(CC21)C(=O)C2=CC=C(C=C2)COC2=NC=NC1=CC=CC=C21 (4-Aminohexahydrocyclopenta[c]pyrrol-2(1H)-yl)(4-((quinazolin-4-yloxy)methyl)phenyl)methanone